3-(trifluoromethyl)-2-pyrazinecarboxamide FC(C=1C(=NC=CN1)C(=O)N)(F)F